6-(1-(1H-benzo[d]imidazol-2-yl)pyridinyl)hexahydropyrrolo[3,4-c]pyrrole N1C(=NC2=C1C=CC=C2)N2C(C=CC=C2)C=2NCC1C2CNC1